COC1=C(C(=O)C2=C(C(=O)O)C=CC=N2)C=CC(=C1)C (2-methoxy-4-methylbenzoyl)nicotinic acid